N-lauryl-N,N-dimethyl-amine oxide (lauryl-dimethyl-aminoxide) C(CCCCCCCCCCC)CN([O-])C.C(CCCCCCCCCCC)[N+](C)(C)[O-]